ClC1=C(C=C(C=C1F)C(CC1=NC(=NC(=N1)N[C@@H](CO)CC(C)C)NS(=O)(=O)C)C)F N-(4-(2-(4-chloro-3,5-difluorophenyl)propyl)-6-(((R)-1-hydroxy-4-methylpentan-2-yl)amino)-1,3,5-triazin-2-yl)methanesulfonamide